cyclopropanetriol C1(C(C1)O)(O)O